2-[2-[2-[2-[2-[2-[2-(2-hydroxyethoxy)ethoxy]ethoxy]ethoxy]ethoxy]ethoxy]ethoxy]ethanol OCCOCCOCCOCCOCCOCCOCCOCCO